FC1=CC(=CC=2N(C(=NC21)CN2CCC(CC2)OC2=NC(=NC=C2)COC2=C(C=C(C(=C2)F)F)F)C[C@H]2OCC2)C(=O)O 4-fluoro-1-{[(2S)-oxetan-2-yl]methyl}-2-{[4-({2-[(2,4,5-trifluorophenoxy)methyl]pyrimidin-4-yl}oxy)piperidin-1-yl]methyl}-1H-1,3-benzodiazole-6-carboxylic acid